(S)-methyl 12-(2-(2,3-dihydroxypropanamido)ethylamino)-12-oxododecanoate O[C@H](C(=O)NCCNC(CCCCCCCCCCC(=O)OC)=O)CO